OP(O)OP(O)O.C(CCC)C1=C(C(=CC(=C1)C)CCCC)C(O)(C(CO)(CO)CO)C1=C(C=C(C=C1CCCC)C)CCCC bis(2,6-dibutyl-4-methylphenyl)pentaerythritol diphosphite